N-methyl-7-((7-((3-(N-methylmethylsulfonamido)pyrazine-2-yl)methyl)-6-(trifluoromethyl)-7H-pyrrolo[2,3-d]pyrimidin-2-yl)amino)-2,3-dihydrobenzofuran-4-carboxyAmide CNC(=O)CC=1C=CC(=C2C1CCO2)NC=2N=CC1=C(N2)N(C(=C1)C(F)(F)F)CC1=NC=CN=C1N(S(=O)(=O)C)C